(6-(1-aminocyclopropane-1-carbonyl)-6-azaspiro[2.5]octan-1-yl)-[1,1'-biphenyl]-4-carboxylic Acid NC1(CC1)C(=O)N1CCC2(CC2C2=C(C=CC(=C2)C(=O)O)C2=CC=CC=C2)CC1